C(C1=CC=CC=C1)[C@@H](NC(OC(C)(C)C)=O)C(N[C@@H](C(N[C@@H](C(N[C@@H](C(=O)O)CCCCNC(=O)OC(C)(C)C)=O)CC(C)C)=O)CC1=CC=CC=C1)=O (6R,9R,12R,15R)-6,9-dibenzyl-15-(4-((tert-butoxycarbonyl)amino)butyl)-12-isobutyl-2,2-dimethyl-4,7,10,13-tetraoxo-3-oxa-5,8,11,14-tetraazahexadecan-16-oic acid